C1CCC2=C(C=3CCCC3C=C12)NC(=O)N=[S@](=O)(N)C=1C(=NC(=CC1)C(C)(C)O)C |o1:16| (R) or (S)-N'-((1,2,3,5,6,7-hexahydro-s-indacen-4-yl)carbamoyl)-6-(2-hydroxypropan-2-yl)-2-methylpyridine-3-sulfonimidamide